1-ethyl-4,5-diiodo-1H-imidazole C(C)N1C=NC(=C1I)I